6,6'-diamino-[3,3']-bipyridine NC1=CC=C(C=N1)C=1C=NC(=CC1)N